C(O)CN.C(C1=CC=CC=C1)(=O)O benzoic acid monoethanolamine salt